1,3,5-Tricaffeoylquinic acid C1C(C[C@H](C([C@@H]1OC(=O)/C=C/C2=CC(=C(C=C2)O)O)O)OC(=O)/C=C/C3=CC(=C(C=C3)O)O)(OC(=O)/C=C/C4=CC(=C(C=C4)O)O)C(=O)O